1-[3-[4-[3-[3-amino-6-(2-hydroxyphenyl)pyridazin-4-yl]-3,8-diazabicyclo[3.2.1]octan-8-yl]-2-pyridyl]prop-2-ynyl]piperidine-3-carbonitrile NC=1N=NC(=CC1N1CC2CCC(C1)N2C2=CC(=NC=C2)C#CCN2CC(CCC2)C#N)C2=C(C=CC=C2)O